(((2R,3S,4R,5R)-5-(4-aminopyrrolo[2,1-f][1,2,4]triazin-7-yl)-5-cyano-3,4-dihydroxytetrahydrofuran-2-yl)methoxy)methyl pivalate C(C(C)(C)C)(=O)OCOC[C@H]1O[C@@]([C@@H]([C@@H]1O)O)(C#N)C1=CC=C2C(=NC=NN21)N